(E)-3-(2-(1-acetyl-1,7-diazaspiro[4.4]nonan-7-yl)phenyl)-N-hydroxyacrylamide C(C)(=O)N1CCCC12CN(CC2)C2=C(C=CC=C2)/C=C/C(=O)NO